8-((3'-chloro-[1,1'-biphenyl]-4-yl)(cyclopropylmethyl)amino)-5-methyl-6-oxo-5,6-dihydro-1,5-naphthyridine-2-carbonitrile ClC=1C=C(C=CC1)C1=CC=C(C=C1)N(C1=CC(N(C=2C=CC(=NC12)C#N)C)=O)CC1CC1